NC1=NC(=C(C(=N1)N1CCC2(CCCC(N2C2=CC(=C(C=C2)F)F)=O)CC1)F)N1N=CC=C1 9-(2-amino-5-fluoro-6-(1H-pyrazol-1-yl)pyrimidin-4-yl)-1-(3,4-difluorophenyl)-1,9-diazaspiro[5.5]undecan-2-one